COC(\C=C\CC[C@@H](C(=O)NC=1C(N(C=CC1)CC(=O)NC1C2CC3CC(CC1C3)C2)=O)NC(=O)C2=CN=NN2C)=O (S,E)-Methyl-7-(1-(2-(2-adamantylamino)-2-oxoethyl)-2-oxo-1,2-dihydropyridin-3-ylamino)-6-(1-methyl-1H-1,2,3-triazol-5-carboxamido)-7-oxohept-2-enoat